methoxy-7-(3-methylamino-phenyl)-thiazolo[4,5-c]pyridin COC=1SC2=C(C=NC=C2C2=CC(=CC=C2)NC)N1